CC1(C2CC(CC1C2)=O)C 6,6-dimethyl-bicyclo[3.1.1]heptan-3-one